3-(tert-Butyl)-N-(2-chloro-4-(2-(1-methyl-1H-pyrazol-4-yl)-3H-imidazo[4,5-b]pyridin-7-yl)benzyl)-1,2,4-oxadiazole-5-carboxamide C(C)(C)(C)C1=NOC(=N1)C(=O)NCC1=C(C=C(C=C1)C1=C2C(=NC=C1)NC(=N2)C=2C=NN(C2)C)Cl